ClC=1C(=NC(=NC1)NC1=C(C=C(C(=C1)C)C1CCNCC1)OC(C)C)NC1=C(C=CC=C1)S(=O)(=O)C(C)C 5-chloro-N2-(2-isopropoxy-5-methyl-4-(piperidin-4-yl)phenyl)-N4-(2-(isopropylsulfonyl)phenyl)pyrimidine-2,4-diamine